COCCOC(=O)C=1C(=C2C(=NC1)NC=C2)N[C@@H]2CN(CC[C@@H]2C)CC.N2C(=NC1=C2C=CC=C1)SCC(=O)NC1=C(C(=O)N)C=CC=C1 2-[(1H-benzimidazol-2-yl)thio]Acetamidobenzamide 2-methoxyethyl-4-(((3S,4S)-1-ethyl-4-methylpiperidin-3-yl)amino)-1H-pyrrolo[2,3-b]pyridine-5-carboxylate